ethyl 5-{[4-(difluoromethoxy)phenyl]carbamoyl}-6-oxo-1-[2-(2,2,2-trifluoroethoxy)phenyl]-1,6-dihydropyridazine-3-carboxylate FC(OC1=CC=C(C=C1)NC(=O)C1=CC(=NN(C1=O)C1=C(C=CC=C1)OCC(F)(F)F)C(=O)OCC)F